zirconium titanium niobium hafnium [Hf].[Nb].[Ti].[Zr]